3-(5-{2',7-dimethyl-1H,2'H-[3,4'-biindazol]-1-yl}pyridin-2-yl)-3-aza-bicyclo[3.1.0]hexane-6-carboxylic acid CN1N=C2C=CC=C(C2=C1)C1=NN(C2=C(C=CC=C12)C)C=1C=CC(=NC1)N1CC2C(C2C1)C(=O)O